The molecule is an oxime O-ether consisting of progesterone having an O-(carboxymethyl)oxime group at the 3-position. It is an oxime O-ether, a 20-oxo steroid and a monocarboxylic acid. It derives from a progesterone. CC(=O)[C@H]1CC[C@@H]2[C@@]1(CC[C@H]3[C@H]2CCC4=C/C(=N/OCC(=O)O)/CC[C@]34C)C